di-ammonium butane CCCC.[NH4+].[NH4+]